tert-Butyl-4-(3-((5-(3'-methyl-2'-oxo-2',3'-dihydro-spiro[cyclobutane-1,1'-pyrrolo[2,3-c]quinolin]-8'-yl)-3-(methylsulfon amido)pyridin-2-yl)oxy)propyl)piperazine-1-carboxylate C(C)(C)(C)OC(=O)N1CCN(CC1)CCCOC1=NC=C(C=C1NS(=O)(=O)C)C1=CC=2C3=C(C=NC2C=C1)N(C(C31CCC1)=O)C